3-(2-amino-[1,2,4]triazolo[1,5-a]pyridin-7-yl)-6-ethyl-2-fluorobenzoic acid methyl ester COC(C1=C(C(=CC=C1CC)C1=CC=2N(C=C1)N=C(N2)N)F)=O